(R)-3-(3-chloro-4-fluorophenyl)-1-(8,9-difluoro-6-methoxy-1,4-dihydro-2H-pyrano[3,4-c]isoquinolin-1-yl)-1-methylurea ClC=1C=C(C=CC1F)NC(N(C)[C@H]1COCC=2N=C(C=3C=C(C(=CC3C21)F)F)OC)=O